CC(C)(C)[O-].[Na+] sodium 2-methyl-2-propanolate